alpha-Difluoromethyllysine FC([C@](N)(CCCCN)C(=O)O)F